C(C)(C)(C)OC(=O)N1C(CC1)C1=CC=C(C=C1)N1CC(CC1)O [4-(3-hydroxypyrrolidin-1-yl)phenyl]azetidine-1-carboxylic acid tert-butyl ester